C(C)(C)(C)C1CCC(CC1)N(C(C1=CC(C(=O)N)=CC(=C1)NC(=O)C1CCC(CC1)C(C)C)=O)C1CCC(CC1)C(C)(C)C N,N-di(4-tert-butylcyclohexyl)-5-(4-isopropylcyclohexylcarbonylamino)isophthalamide